ClC=1C(=C2C=NNC2=C(C1F)NC(C)C)C=1N=CC=2N(C1)C=C(N2)NC(=O)[C@H]2[C@@H](C2)F (1S,2R)-N-(6-(5-chloro-6-fluoro-7-(isopropylamino)-1H-indazol-4-yl)imidazo[1,2-a]pyrazin-2-yl)-2-fluorocyclopropane-1-carboxamide